FC1=C(C=C(C(=C1O)F)C(F)(F)F)C1=NN(C2=C1C=NC(=C2)N2CCN(C1(CC1)C2)C(=O)NC2=CC=CC=C2)C 7-(3-(2,4-Difluoro-3-hydroxy-5-(trifluoromethyl)phenyl)-1-methyl-1H-pyrazolo[4,3-c]pyridin-6-yl)-N-phenyl-4,7-diazaspiro[2.5]octane-4-carboxamide